ClC1=C(C(=CC=C1)OCC)N1N=C(C=C1)N 1-(2-chloro-6-ethoxyphenyl)-1H-pyrazol-3-amine